(S)-2-(4-aminopentyl)-7-fluoro-6-(5-(trifluoromethyl)pyrimidin-2-yl)isoquinolin-1(2H)-one N[C@H](CCCN1C(C2=CC(=C(C=C2C=C1)C1=NC=C(C=N1)C(F)(F)F)F)=O)C